COC(C1=CC(=CC=C1)CS(=O)C=1OC2=C(N1)C=CC(=C2)Cl)=O 3-(((6-Chlorobenzo[d]oxazol-2-yl)sulfinyl)methyl)benzoic acid methyl ester